androsta-5,16-dien-3-ol C[C@@]12C=CC[C@H]1[C@@H]1CC=C3CC(CC[C@]3(C)[C@H]1CC2)O